2-bromo-4-(bromomethyl)-5-chlorobenzoic acid methyl ester COC(C1=C(C=C(C(=C1)Cl)CBr)Br)=O